6-bromo-1-(7-fluoro-1-methyl-[1,2,4]triazolo[4,3-a]quinazolin-5-yl)-3,5-dihydro-2H-4,1-benzoxazepine BrC1=CC=CC2=C1COCCN2C2=NC=1N(C3=CC=C(C=C23)F)C(=NN1)C